N1N=CC2=CC(=CC=C12)NC1=NN(C(=C1)C)C=1C=C(C=CC1)NC(=O)C=1C=NN(C1)C N-(3-(3-((1H-indazol-5-yl)amino)-5-methyl-1H-pyrazol-1-yl)phenyl)-1-methyl-1H-pyrazole-4-carboxamide